(R)-3-(2-bromo-3-fluorophenyl)-2-((methoxycarbonyl)amino)propionic acid methyl ester COC([C@@H](CC1=C(C(=CC=C1)F)Br)NC(=O)OC)=O